COC=1C=C(C=CC1OC)C=1NC2=CC=C(C=C2C1C(C)C)C1CN(CCC1)CCN(C(OC(C)(C)C)=O)C tert-butyl (2-(3-(2-(3,4-dimethoxy phenyl)-3-isopropyl-1H-indol-5-yl)piperidin-1-yl)ethyl)(methyl)carbamate